methyl 5-fluorobenzo[d][1,3]dioxole-4-carboxylate FC1=C(C2=C(OCO2)C=C1)C(=O)OC